(1S,2S)-2-(((6-(5-(((4-isopropoxypyrimidin-2-yl)amino)methyl)-1-methyl-1H-1,2,3-triazol-4-yl)-2-methylpyridin-3-yl)oxy)methyl)cyclohexane-1-carboxylic acid C(C)(C)OC1=NC(=NC=C1)NCC1=C(N=NN1C)C1=CC=C(C(=N1)C)OC[C@@H]1[C@H](CCCC1)C(=O)O